NC1=C(C=O)C=C(C=C1)Br 2-amino-5-bromo-benzaldehyde